tert-butyl 5-bromo-3-(1,2,3,4-tetrahydroisoquinoline-2-carbonyl)-1H-indazole-1-carboxylate (tert-butyl-5-bromo-3-(1,2,3,4-tetrahydroisoquinoline-2-carboyl)-1H-indazole-1-carboxylate) C(C)(C)(C)C1=C2C(=NN(C2=CC=C1Br)C(=O)O)C(=O)N1CC2=CC=CC=C2CC1.BrC=1C=C2C(=NN(C2=CC1)C(=O)OC(C)(C)C)C(=O)N1CC2=CC=CC=C2CC1